methylidenebicyclo[2.2.1]heptane C=C1C2CCC(C1)C2